(S)-5-fluoro-3-((R)-5-isopropyl-3-(isoquinolin-1-yl)-4,5-dihydroisoOxazole-5-carboxamido)-4-oxopentanoic acid neopentyl ester C(C(C)(C)C)OC(C[C@@H](C(CF)=O)NC(=O)[C@@]1(CC(=NO1)C1=NC=CC2=CC=CC=C12)C(C)C)=O